NC=1C=C(C=C(C1)C(F)(F)F)[C@@H](C)NC=1C2=C(N=C(N1)C)N=C(C(=C2)N2CC1(COC1)C2)OC (R)-N-(1-(3-amino-5-(trifluoromethyl)phenyl)ethyl)-7-methoxy-2-methyl-6-(2-oxa-6-azaspiro[3.3]heptan-6-yl)pyrido[2,3-d]pyrimidin-4-amine